tert-butyl (S)-4-(4-bromo-3-chloro-2-fluorobenzoyl)-3-(hydroxymethyl)piperazine-1-carboxylate BrC1=C(C(=C(C(=O)N2[C@@H](CN(CC2)C(=O)OC(C)(C)C)CO)C=C1)F)Cl